methacryloxypropyltris-(trimethylsiloxy)silane C(C(=C)C)(=O)OCCC[Si](O[Si](C)(C)C)(O[Si](C)(C)C)O[Si](C)(C)C